BrC1=C2C=NN(C2=CC(=C1C(=C)C)F)C1OCCCC1 4-bromo-6-fluoro-5-(prop-1-en-2-yl)-1-(tetrahydro-2H-pyran-2-yl)-1H-indazole